[Hf].CC1=C(C(=C(C1(CC1(C(=CC=2C1=CC=1CCCCC1C2)C)CCC2=CC=CC=C2)C)C)C)C Pentamethylcyclopentadienyl-dimethyl-(1-phenethyl-5,6,7,8-tetrahydro-1H-cyclopenta[b]naphthalene) hafnium